R-N-hydroxysuccinimide ON1C(CCC1=O)=O